CN1C(N(C2=C1C=C(C=C2)C=2C=NC(=CC2)N2CCN(CCC2)CC2CCNCC2)C2C(NC(CC2)=O)=O)=O 3-(3-methyl-2-oxo-5-{6-[4-(piperidin-4-ylmethyl)-1,4-diazacycloheptan-1-yl]pyridin-3-yl}-1,3-benzodiazol-1-yl)piperidine-2,6-dione